C(O)N1N=NC(C1=O)=O methyloltriazolindione